FC(F)(F)N(O)CC1=CC=CC=C1 trifluoromethylbenzylhydroxylamin